CN1N=CC(=C1)S(=O)(=O)NC1=NC(=CC(=N1)OC1=CC=C(C=C1)N1CCNCC1)OC1=C(C=CC=C1)C(C)CC 1-Methyl-N-[4-(4-piperazin-1-ylphenoxy)-6-(2-sec-butylphenoxy)pyrimidin-2-yl]pyrazole-4-sulfonamide